[2-(2,6-dioxopiperidin-3-yl)-4-methoxy-3-oxo-2,3-dihydro-1H-isoindol-5-yl]methyl N-[4-(3-fluorophenoxy)-2-methoxyphenyl]carbamate FC=1C=C(OC2=CC(=C(C=C2)NC(OCC=2C(=C3C(N(CC3=CC2)C2C(NC(CC2)=O)=O)=O)OC)=O)OC)C=CC1